(S)-quinuclidin-3-yl (5-(5-chloro-2-methoxyphenyl)-2,2-dimethyl-2,3-dihydro-1H-inden-1-yl)carbamat ClC=1C=CC(=C(C1)C=1C=C2CC(C(C2=CC1)NC(O[C@@H]1CN2CCC1CC2)=O)(C)C)OC